Cl.CC1(CC1)N 1-methyl-cyclopropanamine hydrochloride